COC(=O)C1(CCC2(C(=CC3=C(C(=CC=C23)F)F)C[C@H](COCC2=CC=C(C=C2)OC)C)CC1)NC1=CC(=CC=C1)Cl (1R,4R)-4-(3-Chloroanilino)-4',5'-difluoro-2'-{(2R)-3-[(4-methoxyphenyl)methoxy]-2-methylpropyl}spiro[cyclohexane-1,1'-indene]-4-carboxylic acid methyl ester